3-(2,2-dichlorovinyl)-2,2-dimethylcyclopropanecarboxylic acid ClC(=CC1C(C1C(=O)O)(C)C)Cl